The molecule is an alkaloid antineoplastic agent isolated from Acronychia baueri. It has a role as an antineoplastic agent and a metabolite. It is a member of acridone derivatives and an alkaloid. CC1(C=CC2=C3C(=C(C=C2O1)OC)C(=O)C4=CC=CC=C4N3C)C